(3aS,4R,6S,6aS)-6-(4-aminopyrrolo[2,1-f][1,2,4]triazin-7-yl)-4-(hydroxymethyl)-2,2-dimethyltetrahydrofurano[3,4-d][1,3]dioxole-4-carbonitrile NC1=NC=NN2C1=CC=C2[C@@H]2O[C@]([C@@H]1[C@H]2OC(O1)(C)C)(C#N)CO